C1(=CC=CC=2C(=CC=CC12)C(=O)OC)C(=O)OC dimethyl 1,5-naphthalenedicarboxylate